CN1N=CC(=C1)C=1N=C(C=2N(C1)N=CC2C#N)C=2C=NC(=CC2)N2CCN(CC2)C(=O)[C@@H]2CNCC2 (S)-6-(1-methyl-1H-pyrazol-4-yl)-4-(6-(4-(pyrrolidine-3-carbonyl)piperazin-1-yl)pyridin-3-yl)pyrazolo[1,5-a]pyrazine-3-carbonitrile